trans-8-(1,4-Diazabicyclo[3.2.2]nonan-4-yl)-3-(butylamino)-5-(4-hydroxycyclohexyl)pyrimido[4,5-c]isoquinolin-6(5H)-one N12CCN(C(CC1)CC2)C=2C=CC=1C3=C(N(C(C1C2)=O)[C@@H]2CC[C@H](CC2)O)N=C(N=C3)NCCCC